6-(3'-((Cyclopropylamino)Methyl)-2,3,5,6-Tetrafluoro-[1,1'-Biphenyl]-4-yl)-2-Methyl-1H-benzo[d]Imidazol C1(CC1)NCC=1C=C(C=CC1)C1=C(C(=C(C(=C1F)F)C=1C=CC2=C(NC(=N2)C)C1)F)F